N[C@H](C)C=1C(=NC=CN1)C=1OCC(N(N1)C)=O 2-[3-[(1R)-1-aminoethyl]pyrazin-2-yl]-4-methyl-1,3,4-oxadiazin-5-one